3-bromo-1,1'-biphenyl-2,4,5,6-d BrC1=C(C(=C(C(=C1[2H])[2H])[2H])C1=CC=CC=C1)[2H]